ClC=1C=C(OC2C(C(C2(C)C)NC(C2=CN=C(C=C2)N2CCN(CC2)CC2=CC(=C(C=C2)C2C(NC(CC2)=O)=O)F)=O)(C)C)C=CC1C#N N-((1r,3r)-3-(3-chloro-4-cyanophenoxy)-2,2,4,4-tetramethylcyclobutyl)-6-(4-(4-(2,6-dioxopiperidin-3-yl)-3-fluorobenzyl)piperazin-1-yl)nicotinamide